C1(=CC=CC=C1)CC#CC=1C=C(OC2=C(N=NN2)C(=O)O)C=CC1 5-(3-(3-phenylprop-1-ynyl)phenoxy)-1H-1,2,3-triazole-4-carboxylic acid